ClC1=C(C=CC(=C1)F)C1=CC(OC2=CC(=CC=C12)N[C@@H](C(=O)NCC)C)=O (R)-2-((4-(2-chloro-4-fluorophenyl)-2-oxo-2H-chromen-7-yl)amino)-N-ethylpropanamide